2-Diethylamino-N-(2,6-dimethyl-phenyl)acetamid C(C)N(CC(=O)NC1=C(C=CC=C1C)C)CC